(hydroxy)-2-amino-6-methylnicotinate OC=1C(=NC(=C(C(=O)[O-])C1)N)C